(E)-N-(5-(((5-(tert-butyl)oxazol-2-yl)methyl)thio)thiazol-2-yl)-1'-(3-(4-(1-(N-methyl-3-(thiazol-2-yl)acrylamido)butyl)phenyl)propanoyl)-[1,4'-bipiperidine]-4-carboxamide C(C)(C)(C)C1=CN=C(O1)CSC1=CN=C(S1)NC(=O)C1CCN(CC1)C1CCN(CC1)C(CCC1=CC=C(C=C1)C(CCC)N(C(\C=C\C=1SC=CN1)=O)C)=O